5-chloro-2-[(2-hydroxy-1-naphthalenyl)azo]-4-methyl-benzenesulfonic acid, barium salt [Ba+2].ClC=1C(=CC(=C(C1)S(=O)(=O)[O-])N=NC1=C(C=CC2=CC=CC=C12)O)C.ClC=1C(=CC(=C(C1)S(=O)(=O)[O-])N=NC1=C(C=CC2=CC=CC=C12)O)C